CC(C(C=O)C(C=CC)(C)C)=C 3-methyl-2-(1,1-dimethyl-2-butenyl)3-butenal